tert-butyl 1-((4-decylphenyl)carbamoyl)-1,6-diazaspiro[3.3]heptane-6-carboxylate C(CCCCCCCCC)C1=CC=C(C=C1)NC(=O)N1CCC12CN(C2)C(=O)OC(C)(C)C